C(C)(C)(C)[Si](OC[C@@H]1[C@H](C[C@@H](O1)N1C=NC=2C(N)=NC=NC12)O)(C1=CC=CC=C1)C1=CC=CC=C1 deoxy-5'-O-[(tert-butyl)-diphenylsilyl]-adenosine